methyl 5-(aminomethyl)-2-furoate hydrochloride Cl.NCC1=CC=C(O1)C(=O)OC